4-(1-methyl-4-(trifluoromethyl)-1H-imidazol-2-yl)phenol CN1C(=NC(=C1)C(F)(F)F)C1=CC=C(C=C1)O